O=C1NC(CC[C@@H]1N1C(C2=CC=C(C=C2C1=O)N1CCC(CC1)CN1CCC(CC1)NC1=C2N=CN(C2=NC=N1)C1CC(C1)NC(C1=NC(=CC=C1)C)=O)=O)=O N-((1s,3s)-3-(6-((1-((1-(2-(2,6-dioxopiperidin-3-yl)-1,3-dioxoisoindoline-5-yl)piperidin-4-yl)methyl)piperidin-4-yl)amino)-9H-purin-9-yl)cyclobutyl)-6-methylpicolinamide